[AsH3].[Ca] calcium arsine